2-chloro-5-(1,2,3,6-tetrahydro-3-methyl-2,6-dioxo-4-trifluoromethylpyrimidin-1-yl)benzoic acid isopropyl ester C(C)(C)OC(C1=C(C=CC(=C1)N1C(N(C(=CC1=O)C(F)(F)F)C)=O)Cl)=O